N1(N=CN=C1)CCNC1=C(C=C(C=C1)NCC1=CC=C(C=C1)F)C=1C=CC=C2CCNC12 N1-(2-(1H-1,2,4-triazol-1-yl)ethyl)-N4-(4-fluorobenzyl)-2-(indolin-7-yl)benzene-1,4-diamine